N(=[N+]=[N-])CC(=O)N[C@@H]1C(OC(C)=O)O[C@@H]([C@H]([C@@H]1OC(C)=O)OC(C)=O)COC(CCOP(=O)(OC1=CC=CC=C1)N[C@@H](C)C(=O)OC(C)C)=O acetyl 2-(2-azidoacetylamino)-2-deoxy-3,4-di-O-acetyl-6-O-(3-(((S)-1-isoprop-oxycarbonylethylamino) (phenoxy) phosphoryloxy) propanoyl)-D-mannopyranoside